CC1(C(N(C2=CC(=CC=C12)C(=O)N=[N+]=[N-])CC1CN(C1)C1=CC=CC=C1)=O)C 3,3-dimethyl-2-oxo-1-((1-phenylazetidin-3-yl)methyl)indoline-6-carbonyl azide